C1=CC2=C(C=CC=C2N=C=O)C(=C1)N=C=O 1,5-Naphthylendiisocyanat